(2S)-2-amino-5-hydroxy-N-[(1S)-5,5,5-trifluoro-1-[hydroxy(thiazol-2-yl)methyl]pentyl]hexanamide N[C@H](C(=O)N[C@@H](CCCC(F)(F)F)C(C=1SC=CN1)O)CCC(C)O